BrC1=CC=C2C(C(NC2=C1)=S)(C)C 6-bromo-3,3-dimethylindoline-2-thione